C(=O)(O)C(CC)C1=CC=C(C=C1)NCC1=C(C(=O)O)C=CC=C1 2-((4-(1-carboxypropyl)phenylamino)methyl)benzoic acid